CC1=C2CN(C(C2=CC=C1)=O)C1CCC(CC1)C(=O)NC1=CNC(C=C1)=O (1s,4s)-4-(4-Methyl-1-oxoisoindolin-2-yl)-N-(6-oxo-1,6-dihydropyridin-3-yl)cyclohexanecarboxamide